8-((6-cyanopyridin-3-yl)(cyclopropylmethyl)amino)-5-methyl-6-oxo-5,6-dihydro-1,5-naphthyridine-2-carbonitrile C(#N)C1=CC=C(C=N1)N(C1=CC(N(C=2C=CC(=NC12)C#N)C)=O)CC1CC1